Cl.BrC=1C=C2C=NN(C2=CC1)C=1C(=NC=CC1)[C@H](CC1=NC=CC=C1C)N (S)-1-[3-(5-Bromo-1H-indazole-1-yl)pyridine-2-yl]-2-(3-methylpyridine-2-yl)ethan-1-amine hydrochloride